N1(CCCC1)C1=NC=CC=C1C1=C(C=CC=C1)C#CC1=NNC2=CC=C(C=C12)C(=O)N1CC2(C1)CNCCC2 (3-((2-(2-(pyrrolidin-1-yl)pyridin-3-yl)phenyl)ethynyl)-1H-indazol-5-yl)(2,6-diazaspiro[3.5]nonan-2-yl)methanone